1-(9-(4-amino-5-(pyrimidin-2-yl)-7H-pyrrolo[2,3-d]pyrimidin-6-yl)-3-azaspiro[5.5]undec-8-en-3-yl)prop-2-en-1-one NC=1C2=C(N=CN1)NC(=C2C2=NC=CC=N2)C2=CCC1(CCN(CC1)C(C=C)=O)CC2